7-(1-(tert-Butoxycarbonyl)piperidin-4-yl)-1-(cyclopropylmethyl)-5-fluoro-1H-indole-2-carboxylic acid ethyl ester C(C)OC(=O)C=1N(C2=C(C=C(C=C2C1)F)C1CCN(CC1)C(=O)OC(C)(C)C)CC1CC1